methyl (1r,4r)-4-(((5-(3'-amino-2-chloro-2'-methyl-[1,1'-biphenyl]-3-yl)-3-methoxypyrazin-2-yl)methyl)(methyl)amino)cyclohexane-1-carboxylate NC=1C(=C(C=CC1)C1=C(C(=CC=C1)C=1N=C(C(=NC1)CN(C1CCC(CC1)C(=O)OC)C)OC)Cl)C